C(C(=O)Cl)(=O)Cl Oxalyl dichloride